2-[(1s,6s)-7,7-difluoro-6-methyl-3-azabicyclo[4.1.0]hept-3-yl]-N-(2-sulfamoyl-4-pyridinyl)-5-(trifluoromethyl)pyridine-3-carboxamide FC1([C@]2(CCN(C[C@@H]12)C1=NC=C(C=C1C(=O)NC1=CC(=NC=C1)S(N)(=O)=O)C(F)(F)F)C)F